FC1=C(C(=C(C=C1)Cl)F)F 1,2,3-trifluorochlorobenzene